CN1C(=NC(=C1)C(F)(F)F)C1=CC=C(C=C1)CC1=NC=C(C(=C1)N)[N+](=O)[O-] {4-[1-methyl-4-(trifluoromethyl)imidazol-2-yl]phenyl-methyl}-5-nitropyridin-4-amine